5-(4-benzoylpiperazin-1-yl)-1-tosyl-1H-indole-3-carbaldehyde C(C1=CC=CC=C1)(=O)N1CCN(CC1)C=1C=C2C(=CN(C2=CC1)S(=O)(=O)C1=CC=C(C)C=C1)C=O